methyl acetate hydrochloride Cl.C(C)(=O)OC